BrC1=CC2=C(C(=NO2)NS(=O)(=O)C2=C(C=CC=C2)OC)C(=C1)OC N-(6-bromo-4-methoxybenzo[d]isoxazol-3-yl)-2-methoxybenzenesulfonamide